N,N,2-trimethyl-7-morpholinopyrido[2,3-d]pyrimidine-6-carboxamide CN(C(=O)C1=CC2=C(N=C(N=C2)C)N=C1N1CCOCC1)C